S1C(=NC2=C1C=CC=C2)NC(=O)C=2C=CC=C1CCN(CC21)C2=CC=C(C(=N2)C(=O)O)C2=C(C(=CC=C2)C(N(C2C1CC3CC(CC2C3)C1)C)=O)C 6-[8-(1,3-benzothiazol-2-ylcarbamoyl)-3,4-dihydroisoquinolin-2(1H)-yl]-3-(2-methyl-3-{methyl[tricyclo[3.3.1.13,7]dec-2-yl]carbamoyl}phenyl)pyridine-2-carboxylic acid